Decan-2-carboxylic acid ethyl ester C(C)OC(=O)C(C)CCCCCCCC